C(C)(C)O[Ge](OC(C)C)(OC(C)C)OC(C)C tetra(isopropoxy)germanium